C(C)C1=NC2=C(N1C1=CC3=C(NC(N3)=O)C=C1)C=CC(=C2)C(=O)N 2-ethyl-2'-oxo-2',3'-dihydro-1'H-[1,5'-bi-benzo[d]imidazole]-5-carboxamide